C(CC)OC(C=CN(N=C(C)C)C)=O propyl-3-[1-methyl-2-(propan-2-ylidene)hydrazinyl]prop-2-enoate